FC1=CC=C(C=C1)C1=NOC(=C1C(=O)NC=1C=CC(=NC1OC(C)C)C=1C=NC(=NC1)CNC(OC(C)(C)C)=O)C tert-butyl N-[[5-[5-[[3-(4-fluorophenyl)-5-methyl-isoxazole-4-carbonyl]amino]-6-isopropoxy-2-pyridyl]pyrimidin-2-yl]methyl]carbamate